[Si](C1=CC=CC=C1)(C1=CC=CC=C1)(C(C)(C)C)OC[C@@H]1OCC(CN(C1)C(=O)OC(C)(C)C)=C (R)-tert-butyl 2-(((tert-butyldiphenylsilyl)oxy)methyl)-6-methylene-1,4-oxazepane-4-carboxylate